F[C@H]1CN(C[C@H]1OC1=NC(=CC2=C1C=CN2CC(CC)C)NC=2SC(=CN2)C)C(C=C)=O 1-((3S,4R)-3-fluoro-4-((1-(2-methylbutyl)-6-((5-methylthiazol-2-yl)amino)-1H-pyrrolo[3,2-c]pyridin-4-yl)oxy)pyrrolidin-1-yl)prop-2-en-1-one